tert-butyl trans-4-aminocyclohexanecarboxylate N[C@@H]1CC[C@H](CC1)C(=O)OC(C)(C)C